3-((diethoxyphosphoryl)difluoromethyl)isoquinoline-6-carboxylic acid C(C)OP(=O)(OCC)C(C=1N=CC2=CC=C(C=C2C1)C(=O)O)(F)F